O[C@@]1(C(N(CC1)C)=O)C1=CC(=NO1)C1=CC(=CC=C1)C=1C=CC=2N(C1)C=NC2C (R)-3-hydroxy-1-methyl-3-(3-(3-(1-methylimidazo[1,5-a]pyridin-6-yl)phenyl)isoxazol-5-yl)pyrrolidin-2-one